2-amino-6-((1-(dimethylamino)cyclopropyl)methoxy)-1-(3-hydroxy-2,6-dimethylphenyl)-5-methyl-1H-pyrrolo[2,3-b]pyridine-3-carbonitrile NC1=C(C=2C(=NC(=C(C2)C)OCC2(CC2)N(C)C)N1C1=C(C(=CC=C1C)O)C)C#N